C1(CCCCC1)COC(=O)NC(C(=O)O)CCN(CCCCC1=NC=2NCCCC2C=C1)C1CC1 2-(cyclohexylmethoxycarbonylamino)-4-[cyclopropyl-[4-(5,6,7,8-tetrahydro-1,8-naphthyridin-2-yl)butyl]amino]butanoic acid